C1=NC=C(C2=CC=CC=C12)C1=NC2=C(N1C1CC(C1)C(NC)=O)C(=CC=C2)C(=O)N[C@@H](C)C2=CC1=CC=CC=C1C=C2 2-(isoquinolin-4-yl)-1-((1r,3S)-3-(methylcarbamoyl)cyclobutyl)-N-((S)-1-(naphthalen-2-yl)ethyl)-1H-benzo[d]imidazole-7-carboxamide